ethyl 1-(3-iodo-4-methoxyphenyl)-1H-imidazole-2-carboxylate IC=1C=C(C=CC1OC)N1C(=NC=C1)C(=O)OCC